(S)-1-(4-(6-amino-5-(trifluoromethoxy)pyridin-3-yl)-1-(3-fluorobicyclo[1.1.1]pentan-1-yl)-1H-imidazol-2-yl)-2,2,2-trifluoroethanol NC1=C(C=C(C=N1)C=1N=C(N(C1)C12CC(C1)(C2)F)[C@@H](C(F)(F)F)O)OC(F)(F)F